2,4-diphenyl-6-methyl-1,3,5-triazine C1(=CC=CC=C1)C1=NC(=NC(=N1)C1=CC=CC=C1)C